C(C(C)(C)C)(=O)OC(CCCCCCCCCCCC)CCCCCCCCC nonyltridecyl neopentanoate